1-phenylhexadecan-1-one C1(=CC=CC=C1)C(CCCCCCCCCCCCCCC)=O